C[C@H]1N(CCOC1)C1=NC2=C(N=CC=C2C(=C1)OCCCCN)C1=CC=NN1 4-({2-[(3R)-3-methylmorpholin-4-yl]-8-(1H-pyrazol-5-yl)-1,7-naphthyridin-4-yl}oxy)butan-1-amine